Methacrylic acid 2-isocyanoethyl ester [N+](#[C-])CCOC(C(=C)C)=O